FC=1C(=CC2=C(N=C(S2)C)C1)C(C)O 1-(5-fluoro-2-methylbenzo[d]thiazol-6-yl)ethan-1-ol